5-benzyloxy-1-(3,3-difluorocyclobutyl)-3-iodo-2-isopropyl-indole C(C1=CC=CC=C1)OC=1C=C2C(=C(N(C2=CC1)C1CC(C1)(F)F)C(C)C)I